ClC=1C=C2C(=NC(=NC2=CC1C1=C(C=CC(=N1)N)C(F)(F)F)OCC1(N(CC(C1)(F)F)C)C)N1CCNCC1 6-(6-chloro-2-((4,4-difluoro-1,2-dimethylpyrrolidin-2-yl)methoxy)-4-(piperazin-1-yl)quinazolin-7-yl)-5-(trifluoromethyl)pyridin-2-amine